(R)-4-(3-(1-Acryloylpyrrolidin-3-yl)-7-amino-4-oxo-4,5-dihydro-1H-pyrazolo[3,4-d]pyridazin-1-yl)-N-(pyridin-2-yl)benzamid C(C=C)(=O)N1C[C@@H](CC1)C1=NN(C=2C(=NNC(C21)=O)N)C2=CC=C(C(=O)NC1=NC=CC=C1)C=C2